NC1=C(C(O)=CC=C1)O aminocatechol